C1=CC=CC=2OCCCC3=C(COC21)C=CC=C3 6,7,8,13-tetrahydrodibenzo[b,f][1,4]dioxecin